i-nonyl acrylate C(C=C)(=O)OCCCCCCC(C)C